potassium methanthiolate C[S-].[K+]